BrC=1C(=C(C=CC1)C1=CCN(CC1)C(=O)OC(C)(C)C)OCC(C)(O)C1=CC=C(C=C1)Cl tert-butyl 4-(3-bromo-2-(2-(4-chlorophenyl)-2-hydroxypropoxy) phenyl)-5,6-dihydropyridine-1(2H)-carboxylate